NC=1C(=NN2C1C=C(C(=C2)F)N2CCN(CC2)C(=O)[O-])CC 4-(3-Amino-2-ethyl-6-fluoropyrazolo[1,5-a]pyridin-5-yl)piperazine-1-carboxylate